7-(difluoromethyl)-6-(3,5-difluorophenoxy)-2,2,3,3-tetrafluoro-2,3-dihydro-1H-inden-1-ol FC(C=1C(=CC=C2C(C(C(C12)O)(F)F)(F)F)OC1=CC(=CC(=C1)F)F)F